Lauric acid sodium sulfate S(=O)(=O)([O-])[O-].[Na+].C(CCCCCCCCCCC)(=O)O.[Na+]